COC1=C(C=C(C(=O)N2CCC3(CC2)C=2N(CCN3C)C(=CC2)C(C(C)(C)C)=O)C=C1)C(F)(F)F 1-[1'-[4-methoxy-3-(trifluoromethyl)benzoyl]-2-methyl-spiro[3,4-dihydropyrrolo[1,2-a]pyrazine-1,4'-piperidine]-6-yl]-2,2-dimethyl-propan-1-one